C[N+](CC)(CCCCCC(CCCCCCCC)N)C dimethyl-(6-aminotetradecyl)ethyl-ammonium